3-(1-(fluoromethyl)cyclopropyl)-1,2,4-oxadiazole-5-carboxylic acid potassium salt [K+].FCC1(CC1)C1=NOC(=N1)C(=O)[O-]